N-[(5-cyclopropyl-6-fluoropyridin-2-yl)(phenyl)methyl]-1-[2-(3-ethyl-2,4-dioxo-1,2,3,4-tetrahydropyrimidin-1-yl)acetyl]-4-fluoropyrrolidine-2-carboxamide C1(CC1)C=1C=CC(=NC1F)C(NC(=O)C1N(CC(C1)F)C(CN1C(N(C(C=C1)=O)CC)=O)=O)C1=CC=CC=C1